2-[(3S)-1-tert-butoxycarbonylpyrrolidin-3-yl]acetic acid C(C)(C)(C)OC(=O)N1C[C@@H](CC1)CC(=O)O